C1(CC1)OC(=O)OC(C)OC(=O)[C@H]1[C@@H](N(C[C@@H]1C1=CC2=C(OCO2)C=C1)CC(=O)N(CCCC)CCCC)C1=CC=C(C=C1)OC 1-[(cyclopropoxycarbonyl)oxy]ethyl-(2R,3R,4S)-4-(benzo[d][1,3]dioxolan-5-yl)-1-[2-(Dibutylamino)-2-oxoethyl]-2-(4-methoxyphenyl)pyrrolidine-3-carboxylate